1-(6-(3-((tert-butyldiphenylsilyl)oxy)prop-1-yn-1-yl)-1-methyl-1H-indazol-3-yl)dihydropyrimidine-2,4(1H,3H)-dione [Si](C1=CC=CC=C1)(C1=CC=CC=C1)(C(C)(C)C)OCC#CC1=CC=C2C(=NN(C2=C1)C)N1C(NC(CC1)=O)=O